ClC=1C=C2C(=NC1)[C@]1([C@@](O2)([C@@H]([C@@H]([C@H]1O)CN(C)C)C1=CC=CC=C1)C1=CC=C(C=C1)C(F)F)O (5aR,6S,7R,8R,8aS)-3-chloro-5a-(4-(difluoromethyl)phenyl)-7-((dimethylamino)methyl)-6-phenyl-5a,6,7,8-tetrahydro-8aH-cyclopenta[4,5]furo[3,2-b]pyridine-8,8a-diol